(2-(ethylsulfanyl)-3-fluoro-4-(6-fluoro-3,4-dihydroisoquinolin-2(1H)-yl)-6-methylphenyl)-3,3-dimethylbutyramide C(C)SC1=C(C(=CC(=C1F)N1CC2=CC=C(C=C2CC1)F)C)C(C(=O)N)C(C)(C)C